C1(=CC=CC2=CC=CC=C12)CC1=CC(N2[C@@H](CSC2=C1C=1SC=CC1)C(=O)O)=O (3R)-6-[(1-naphthyl)methyl]-4-oxo-7-(2-thienyl)-1-thia-3a-aza-3-indanecarboxylic acid